8-fluoro-2-methyl-6-(trifluoromethyl)spiro[3,4-dihydropyrrolo[1,2-a]pyrazine-1,4'-piperidine] FC=1C=C(N2C1C1(CCNCC1)N(CC2)C)C(F)(F)F